O[C@H]1C[C@H]2C[C@@H]([C@H]3[C@@H]4CC[C@H]([C@@H](CCC(=O)O)C)[C@]4(CC[C@@H]3[C@]2(CC1)C)C)O 3a,7beta-dihydroxyl-5beta-cholanic acid